N-(4-(2-((6,6-dimethyl-2,4-dioxo-3-azabicyclo[3.1.0]hexan-3-yl)methyl)thieno[3,2-b]pyridin-7-yl)-2-ethyl-6-(trifluoromethyl)pyridin-3-yl)piperidine-4-carboxamide CC1(C2C(N(C(C12)=O)CC1=CC2=NC=CC(=C2S1)C1=C(C(=NC(=C1)C(F)(F)F)CC)NC(=O)C1CCNCC1)=O)C